BrC1=C(C=CC=C1)C1=CC=NN1C 5-(2-bromophenyl)-1-methyl-1H-pyrazole